C(#N)C=1C=C2C(=NC1)N(C=C2)C2=NC=C(C(=O)NC[C@H](C(C)(C)O)F)C(=C2)NC2CCN(CC2)S(=O)(=O)C (R)-6-(5-cyano-1H-pyrrolo[2,3-b]pyridin-1-yl)-N-(2-fluoro-3-hydroxy-3-methylbutyl)-4-((1-(methylsulfonyl)piperidin-4-yl)amino)nicotinamide